4-((2-cyanophenyl)thio)-6-(1-methyl-6-oxo-1,6-dihydropyridin-3-yl)pyrazolo[1,5-a]pyridine-3-carbonitrile C(#N)C1=C(C=CC=C1)SC=1C=2N(C=C(C1)C1=CN(C(C=C1)=O)C)N=CC2C#N